Cl.Cl.FC=1C=C2C(=NN(C2=CC1C1CCN(CC1)C[C@@H]1[C@@H](CNCC1)C)C)C1C(NC(CC1)=O)=O 3-(5-fluoro-1-methyl-6-(1-(((3S,4S)-3-methylpiperidin-4-yl)methyl)piperidin-4-yl)-1H-indazol-3-yl)piperidine-2,6-dione dihydrochloride